(S)-5-(5-(4-chlorophenyl)-1-propionyl-4,5-dihydro-1H-pyrazol-3-yl)-4-methylthiophene ClC1=CC=C(C=C1)[C@@H]1CC(=NN1C(CC)=O)C1=C(C=CS1)C